CC(=C[Ru]C1(C=CC=C1)CC)C=C(C)C 2,4-dimethylpentadienyl(ethylcyclopentadienyl)ruthenium